((1s,2s,4s)-4-amino-2-(4-bromophenyl)cyclopentyl)methanol N[C@H]1C[C@@H]([C@H](C1)CO)C1=CC=C(C=C1)Br